(S)-(6-((2-amino-3-chloropyridin-4-yl)thio)-3-(1-amino-6-fluoro-1,3-dihydrospiro[inden-2,4'-piperidin]-1'-yl)pyrazin-2-yl)methanol NC1=NC=CC(=C1Cl)SC1=CN=C(C(=N1)CO)N1CCC2(CC1)[C@@H](C1=CC(=CC=C1C2)F)N